COC1=CC=C(CCNC2=NC3=CC=CC=C3C(=N2)NCCO)C=C1 2-((2-((4-methoxyphenethyl)amino)quinazolin-4-yl)amino)ethan-1-ol